ClC=1C=C(C(=O)NC(=C)C2=CC=CC=C2)C=CC1 3-chloro-N-(1-phenylvinyl)benzamide